BrC1=CC=C(S1)C(C)NS(=O)C(C)(C)C N-(1-(5-bromothiophen-2-yl)ethyl)-2-methyl-propane-2-sulfinamide